C(#N)C=1C=C(C=CC1F)NC(N(CC(C)C)[C@@H]1COCC=2NC(C=3C=C(C(=CC3C21)F)F)=O)=O (S)-3-(3-cyano-4-fluorophenyl)-1-(8,9-difluoro-6-oxo-1,4,5,6-tetrahydro-2H-pyrano[3,4-c]isoquinolin-1-yl)-1-isobutylurea